tert-butyl (3-amino-2,3-dimethylbutan-2-yl)carbamate NC(C(C)(C)NC(OC(C)(C)C)=O)(C)C